cadmium bis(diphenyl thiophosphinate) C1(=CC=CC=C1)P([O-])(=S)C1=CC=CC=C1.C1(=CC=CC=C1)P([O-])(=S)C1=CC=CC=C1.[Cd+2]